C12(CC3CC(CC(C1)C3)C2)NC(=O)C=2N(N=C3C=CC=CC23)CCCCC N-(adamantan-1-yl)-2-pentyl-2H-indazole-3-carboxamide